ClC=1C=C(C=C(C1)Cl)SC1=CC(C=2C3=C(N=C(C2C1=O)CC)N(C(N(C3=O)C)=O)C)=O 8-((3,5-dichlorophenyl)thio)-6-ethyl-2,4-dimethylpyrimido[4,5-c]isoquinoline-1,3,7,10(2H,4H)-tetraone